O(NC(NNS(=O)(=O)C1=CC=CC=C1)=O)NC(NNS(=O)(=O)C1=CC=CC=C1)=O 4,4'-oxybis(benzenesulfonylsemicarbazide)